ClC=1C(=NC(=NC1)NC=1C=C(C=NC1)N1C(C2(CC1)CCNCC2)=O)C2=CC(=CC=C2)C2=NC=CC=C2 2-(5-((5-chloro-4-(3-(pyridin-2-yl)phenyl)pyrimidin-2-yl)amino)pyridin-3-yl)-2,8-diazaspiro[4.5]decan-1-one